sulfopropionic anhydride C1CS(=O)(=O)OC1=O